Methyl 3-(3-(4-(3-cyclohexylureido)phenoxy)azetidin-1-yl)-2-(1H-pyrrol-1-yl)benzoate C1(CCCCC1)NC(NC1=CC=C(OC2CN(C2)C=2C(=C(C(=O)OC)C=CC2)N2C=CC=C2)C=C1)=O